para-heptyl-phenol C(CCCCCC)C1=CC=C(C=C1)O